N1N=CC2C1C(NCC2)=O 3A,4,5,6-tetrahydro-1H-pyrazolo[3,4-C]pyridin-7(7AH)-one